COC=1CC(CCN1)C(=O)OC methyl 6-methoxy-2,3,4,5-tetrahydropyridine-4-carboxylate